The molecule is a polyprenyl glycosyl phosphate. It derives from a 4-amino-4-deoxy-alpha-L-arabinopyranose and an all-trans-undecaprenol. It is a tautomer of a 4-azaniumyl-4-deoxy-alpha-L-arabinopyranosyl undecaprenyl phosphate. CC(=CCC/C(=C/CC/C(=C/CC/C(=C/CC/C(=C/CC/C(=C/CC/C(=C/CC/C(=C/CC/C(=C/CC/C(=C/CC/C(=C/COP(=O)(O)O[C@H]1[C@@H]([C@H]([C@H](CO1)N)O)O)/C)/C)/C)/C)/C)/C)/C)/C)/C)/C)C